C(=C)C1=C(OC=2C3=C(N=CN2)CN(CC3)C(=O)OC(C)(C)C)C=CC=C1F tert-butyl 4-(2-vinyl-3-fluorophenoxy)-5H,6H,7H,8H-pyrido[3,4-d]pyrimidine-7-carboxylate